bis(11H-indeno[1,2-b]quinolin-11-yl)methane C1=C2C(C=3C(=NC=4C=CC=CC4C3)C2=CC=C1)CC1C2=CC=CC=C2C2=NC=3C=CC=CC3C=C21